6-(3,3,3-trifluoroprop-1-en-2-yl)-1,2-dihydroquinoline-3-carbonitrile FC(C(=C)C=1C=C2C=C(CNC2=CC1)C#N)(F)F